tert-butyl (2S,4R)-2-((1H-1,2,3-triazol-1-yl)methyl)-4-(4-(3-(trifluoromethyl)-phenyl)picolinamido)pyrrolidine-1-carboxylate N1(N=NC=C1)C[C@H]1N(C[C@@H](C1)NC(C1=NC=CC(=C1)C1=CC(=CC=C1)C(F)(F)F)=O)C(=O)OC(C)(C)C